trifluorosulfur nitrogen [N].F[S](F)F